ethylphenyl N-methylcarbamate CNC(OC1=C(C=CC=C1)CC)=O